OC[C@@H](C(C)C)NC(=O)N (R)-1-(1-hydroxy-3-methylbutan-2-yl)urea